2-(4-hydroxybenzyl)-6-(1H-indol-3-yl)-3-oxo-3,7-dihydroimidazo[1,2-a]pyrazin OC1=CC=C(CC2=NC=3N(C=C(NC3)C3=CNC4=CC=CC=C34)C2=O)C=C1